Vinyl-2-pyrrolidone C=CN1CCCC1=O